C(C)(C)(C)OC(=O)N1C2CN(CC1CC2)C=2C=C(C=NC2C)B(O)O (5-(8-(tert-butoxycarbonyl)-3,8-diazabicyclo[3.2.1]octan-3-yl)-6-methylpyridin-3-yl)boronic acid